CC(=O)N1CCC(CC1)NC(=O)NC2=CC=C(C=C2)OC(F)(F)F The molecule is a phenylurea that is urea substituted by 1-acetylpiperidin-4-yl and 4-(trifluoromethoxy)phenyl groups at positions 1 and 3 respectively. It has a role as an EC 3.3.2.10 (soluble epoxide hydrolase) inhibitor.